4-(1-(4-(Trifluoromethoxy)phenyl)-1H-1,2,4-triazol-3-yl)phenethyl (Z)-(3-(4-methoxy-2-methylphenyl)-4-oxothiazolidin-2-ylidene)carbamate COC1=CC(=C(C=C1)N1/C(/SCC1=O)=N/C(OCCC1=CC=C(C=C1)C1=NN(C=N1)C1=CC=C(C=C1)OC(F)(F)F)=O)C